3-methoxy-1,4-dinitrobenzene COC=1C=C(C=CC1[N+](=O)[O-])[N+](=O)[O-]